C(C)(C)(C)OC(=O)NCC(=O)NCC(=O)N[C@@H](CC1=CC=CC=C1)C(=O)NCC(=O)O (t-butoxycarbonyl)glycylglycinyl-L-phenylalanylglycine